O=C1C=CC(=CN1)CC(=O)NC=1C=C(C=C(C1)C(F)(F)F)NC(=O)[N-]C1=C[N+](=NO1)CC1=NC=CC=C1 ((3-(2-(6-Oxo-1,6-dihydropyridin-3-yl)acetamido)-5-(trifluoromethyl)phenyl)-carbamoyl)(3-(pyridin-2-ylmethyl)-1,2,3-oxadiazol-3-ium-5-yl)amide